mono(1-methylheptyl) phosphate P(=O)(OC(CCCCCC)C)([O-])[O-]